ethylpentafluoroethyl ether CCOC(C(F)(F)F)(F)F